FC(OC1=C(C=NC(=C1)C)NC(N(C1CCN(CC1)C1COC1)C1=C(C=CC=C1)C(C)C)=O)F 3-(4-(difluoromethoxy)-6-methylpyridin-3-yl)-1-(2-isopropyl-phenyl)-1-(1-(oxetan-3-yl)piperidin-4-yl)urea